BrC1=C(N)C=C(C(=C1)Br)Br 2,4,5-tribromoaniline